bis(3,5-Dimethyl-4-maleimidophenyl)methane CC=1C=C(C=C(C1N1C(C=CC1=O)=O)C)CC1=CC(=C(C(=C1)C)N1C(C=CC1=O)=O)C